5-cyano-7-(5-isopropoxythiazol-2-yl)-2,3-dihydrobenzofuran-4-carboxylic acid methyl ester COC(=O)C=1C(=CC(=C2C1CCO2)C=2SC(=CN2)OC(C)C)C#N